C[C@@H]1C=2N(CCN1C(=O)C1=CC=CC=C1)C(=NN2)C2=NC(=NS2)C (R)-(8-methyl-3-(3-methyl-1,2,4-thiadiazol-5-yl)-5,6-dihydro-[1,2,4]triazolo[4,3-a]pyrazin-7(8H)-yl)(phenyl)methanone